C1(CCCC1)N1C=NC(=C1C1=NC(=NC=C1)N)C1=CC=C(C=C1)F 4-(1-Cyclopentyl-4-(4-fluorophenyl)-1H-imidazol-5-yl)-pyrimidin-2-amine